n-butyltri(4-tert-butylphenyl)borate C(CCC)[B-](C1=CC=C(C=C1)C(C)(C)C)(C1=CC=C(C=C1)C(C)(C)C)C1=CC=C(C=C1)C(C)(C)C